γ-Azidohomoalanine N(=[N+]=[N-])CC[C@H](N)C(=O)O